C(C)(C)(C)OC(=O)N1CC2N(C3=C(C(NC=4N=CC=CC34)=O)NC2=O)CC1 5,7-dioxo-1,2,4,4a,5,6,7,8-octahydro-3H-pyrazino[1',2':4,5]pyrazino[2,3-c][1,8]Naphthyridine-3-carboxylic acid tert-butyl ester